3-(8,11-dioxadispiro[3.2.47.24]tridecan-2-yl)-6-hydroxy-quinazolin-4-one C1C(CC12CCC1(OCCO1)CC2)N2C=NC1=CC=C(C=C1C2=O)O